N-(5-(N-(3-cyano-2-methylphenyl)sulfamoyl)-6-methoxypyridin-3-yl)-2-phenylthiazole-4-carboxamide C(#N)C=1C(=C(C=CC1)NS(=O)(=O)C=1C=C(C=NC1OC)NC(=O)C=1N=C(SC1)C1=CC=CC=C1)C